FC1=C(C=CC(=C1)C(C(=O)N(CC(F)(F)F)C)COC)NC(OC(C)(C)C)=O tert-butyl (2-fluoro-4-(3-methoxy-1-(methyl(2,2,2-trifluoroethyl)amino)-1-oxopropan-2-yl)phenyl)carbamate